(5R,8R)-N-(4-chloro-2-fluorobenzyl)-8-hydroxy-5,6,7,8-tetrahydro-quinoline-5-carboxamide ClC1=CC(=C(CNC(=O)[C@H]2C=3C=CC=NC3[C@@H](CC2)O)C=C1)F